3-fluoro-5-(((1S,2R,3S)-2-fluoro-1,3-dihydroxy-7-(trifluoromethylthio)-2,3-dihydro-1H-inden-4-yl)oxy)benzonitrile FC=1C=C(C#N)C=C(C1)OC1=C2[C@@H]([C@H]([C@H](C2=C(C=C1)SC(F)(F)F)O)F)O